(1r,2s)-N-(6-(5-chloro-6-fluoro-7-(isopropylamino)-1H-indazol-4-yl)imidazo[1,2-a]pyrazin-2-yl)-2-(hydroxymethyl)cyclopropane-1-carboxamide ClC=1C(=C2C=NNC2=C(C1F)NC(C)C)C=1N=CC=2N(C1)C=C(N2)NC(=O)[C@H]2[C@H](C2)CO